2-(phenylsulfanyl)-1H-benzo[d]imidazole C1(=CC=CC=C1)SC1=NC2=C(N1)C=CC=C2